C(C)C1=C(C=CC=C1)C=1C=C2CN([C@H](C2=CC1)CNC1=C(C(=O)O)C=CN=C1)C (R)-3-(((5-(2-ethylphenyl)-2-methyl-isoindolin-1-yl)methyl)amino)isonicotinic acid